N-(3-fluorophenyl)-2-({2-[4-(2-hydroxyethoxy)pyridin-2-yl]-5,6-dimethylthieno[2,3-d]pyrimidin-4-yl}(methyl)amino)acetamide FC=1C=C(C=CC1)NC(CN(C)C=1C2=C(N=C(N1)C1=NC=CC(=C1)OCCO)SC(=C2C)C)=O